[Si](C)(C)(C(C)(C)C)OCCOS(=O)(=O)C(F)(F)F 2-(t-butyldimethylsilyl)-oxyethyltriflate